C(#CC)C1=CC=C(C=N1)OC1=C(N=NN1)C(=O)O 5-((6-(prop-1-ynyl)pyridin-3-yl)oxy)-1H-1,2,3-triazole-4-carboxylic acid